C1(=CC=CC=C1)P(C=1C=C[CH-]C1P(C1=CC=CC=C1)C1=CC=CC=C1)C1=CC=CC=C1.[CH-]1C=CC=C1.[Fe+2] 4,5-bis(diphenylphosphino)ferrocene